phenyl-(5-phenyl-1,3-dioxan-5-yl)methanone (3R,6S)-butyl-6-(3-amino-3-oxopropyl)-3-methyl-4,7-dioxo-8-(pyridin-4-ylmethyl)hexahydropyrazino[2,1-c][1,2,4]oxadiazine-1(6H)-carboxylate C(CCC)OC(=O)N1O[C@@H](C(N2C1CN(C([C@@H]2CCC(=O)N)=O)CC2=CC=NC=C2)=O)C.C2(=CC=CC=C2)C(=O)C2(COCOC2)C2=CC=CC=C2